N-[tris(hydroxymethyl)-methyl]-2-aminoethanesulfonic acid OCC(NCCS(=O)(=O)O)(CO)CO